N-[tris(hydroxymethyl)-methyl]-acrylamide OCC(NC(C=C)=O)(CO)CO